methyl 5-{3-[(3-bromo-5-fluorophenyl)methoxy]-5-fluoropyridin-2-yl}-1-methyl-1H-pyrrole-3-carboxylate BrC=1C=C(C=C(C1)F)COC=1C(=NC=C(C1)F)C1=CC(=CN1C)C(=O)OC